cis-6-((3-(5-chloropyridazin-3-yl)-4-methylphenyl)carbamoyl)-3-methyl-6-azabicyclo[3.1.1]heptane-1-carboxylic acid ClC=1C=C(N=NC1)C=1C=C(C=CC1C)NC(=O)N1C2CC(CC1(C2)C(=O)O)C